[I-].C(CCCCCCCCCCC)(=O)OC([N+]1(CCC=C(C1)C1=NSN=C1OCCCCCC)C)C1CCOCC1 1-((Dodecanoyloxy)(tetrahydro-2H-pyran-4-yl)methyl)-5-(4-(hexyloxy)-1,2,5-thiadiazol-3-yl)-1-methyl-1,2,3,6-tetrahydropyridin-1-ium iodide